COC1=C(C=C(C=C1)CC=C)[O-] 2-methoxy-5-(prop-2-enyl)phenolate